COC(C(=O)O)(CCCCCCCCCC)C(C)=O methoxy-acetyl-lauric acid